NC1=NC(=C(C(=N1)C(C)C)N1CN=CC2=C1N=C(C(=C2)Cl)C2=C(C=CC=C2)F)C(C)C 1-(2-amino-4,6-diisopropylpyrimidin-5-yl)-6-chloro-7-(2-fluorophenyl)pyrido[2,3-d]pyrimidine